1-chloro-3-[2-[2-[2-[2-[2-[2-[2-[2-[2-[2-(2,2-dimethoxyethoxy)ethoxy]ethoxy]ethoxy]ethoxy]ethoxy]ethoxy]ethoxy]ethoxy]ethoxy]ethoxy]-5-nitro-benzene ClC1=CC(=CC(=C1)[N+](=O)[O-])OCCOCCOCCOCCOCCOCCOCCOCCOCCOCCOCC(OC)OC